OC1=C(C=CC(=C1CC=C(CC=CC(C)(C)O)C)OC)C(C=CC1=CC=C(C=C1)O)=O 1-[2-hydroxy-3-(7-hydroxy-3,7-dimethylocta-2,5-dienyl)-4-methoxyphenyl]-3-(4-hydroxyphenyl)prop-2-en-1-one